ClC1=CC=C(C(=N1)C(=O)N)O[C@H](C)C=1C=C(C=C2C(C(=C(OC12)C=1C=C2C=NNC2=CC1)C)=O)C 6-Chloro-3-[(1R)-1-[2-(1H-indazol-5-yl)-3,6-dimethyl-4-oxo-chromen-8-yl]ethoxy]pyridine-2-carboxamide